NC=1SC(=C(N1)CO)C=1N=C(SC1)NC1=NC=C(C=C1)Cl (2-amino-5-[2-[(5-chloropyridin-2-yl)amino]-1,3-thiazol-4-yl]-1,3-thiazol-4-yl)methanol